3-bromo-9-iodo-7,7-dimethyl-7H-benzo[de]anthracene BrC=1C=CC2=C3C1C=CC=C3C(C=3C=C(C=CC23)I)(C)C